(4R,5R)-4-amino-5-hydroxyhexanoic acid N[C@H](CCC(=O)O)[C@@H](C)O